C(C)(C)C(C(=O)O)C(=O)O.CC1(OC(CC(O1)=O)=O)C 2,2-dimethyl-1,3-dioxane-4,6-dione [isopropyl malonate]